O=C1NC(CCC1OC1=CC=C(C=C1)C1CCN(CC1)CC(=O)N1CCN(CC1)C1=CC=C(C=C1)C=1C=C2C(=NC1)NC=C2C(=O)C=2C(=C(C=CC2F)NS(=O)(=O)N2CCCC2)F)=O N-[3-[5-[4-[4-[2-[4-[4-[(2,6-dioxo-3-piperidyl)oxy]phenyl]-1-piperidyl]acetyl]piperazin-1-yl]phenyl]-1H-pyrrolo[2,3-b]pyridine-3-carbonyl]-2,4-difluoro-phenyl]pyrrolidine-1-sulfonamide